(1S,5R)-3-(8-cyanoquinolin-5-yl)-N-(trans-4-morpholinocyclohexyl)-5-(trifluoromethyl)-3-Azabicyclo[3.1.0]hexane-1-carboxamide C(#N)C=1C=CC(=C2C=CC=NC12)N1C[C@@]2(C[C@@]2(C1)C(F)(F)F)C(=O)N[C@@H]1CC[C@H](CC1)N1CCOCC1